(cyclopropylmethyl)ethan-1,1-d2-1-amine C1(CC1)CCC(N)([2H])[2H]